NCC1=CC=C(C=C1)CN(C1=CC(=NN1C(=O)C1=COC(=C1)C)C1C(N(CCC1)S(=O)(=O)N1CC(CC1)O)C(=O)O)C 3-[5-({[4-(aminomethyl)phenyl]methyl}(methyl)amino)-1-(5-methylfuran-3-carbonyl)-1H-pyrazol-3-yl]-1-[(3-hydroxypyrrolidin-1-yl)sulfonyl]piperidine-2-carboxylic acid